N1CC(CC1)NC(=O)C=1SC=NN1 N-(pyrrolidin-3-yl)-1,3,4-thiadiazole-2-carboxamide